methyl (S)-2-chloro-7,8-dihydrobenzofuro[5,4-d]thiazole-7-carboxylate ClC=1SC2=C(N1)C=CC1=C2C[C@H](O1)C(=O)OC